(2S,4r)-1-[(2S)-3,3-dimethyl-2-[4-[(5-oxo-1,4-oxazepan-4-yl)methyl]triazol-1-yl]butyryl]-4-hydroxy-N-methyl-pyrrolidine-2-carboxamide CC([C@@H](C(=O)N1[C@@H](C[C@H](C1)O)C(=O)NC)N1N=NC(=C1)CN1CCOCCC1=O)(C)C